4-[2-(benzenesulfonylamino)ethyl]phenoxy-acetic acid C1(=CC=CC=C1)S(=O)(=O)NCCC1=CC=C(OCC(=O)O)C=C1